2-amino-1,4-benzenedisulfonate monosodium [Na+].NC1=C(C=CC(=C1)S(=O)(=O)O)S(=O)(=O)[O-]